C1(CCCCC1)C1=CC=C(CN(C(=O)[C@@H]2N(CC2)S(=O)(=O)C2=C(C(=C(C(=C2F)F)F)F)F)C=2OC=C(N2)C(=O)O)C=C1 (R)-2-(N-(4-cyclohexylbenzyl)-1-((perfluorophenyl)sulfonyl)azetidine-2-carboxamido)oxazole-4-carboxylic acid